COC1=CC=C(C=C1)S(=O)(=O)NC(=O)C1=NOC(C1)(C1=CC=CC=C1)C1=CC=CC=C1 N-((4-methoxyphenyl)sulfonyl)-5,5-diphenyl-4,5-dihydroisoxazole-3-carboxamide